BrC1=CC(=C(C=C1)[C@H]1N([C@@H](CC=2C=3C(C=CC12)=NN(C3)C3OCCCC3)C)CC(COC)(C)F)OC (6S,8R)-6-(4-bromo-2-methoxyphenyl)-7-(2-fluoro-3-methoxy-2-methylpropyl)-8-methyl-2-(tetrahydro-2H-pyran-2-yl)-6,7,8,9-tetrahydro-2H-pyrazolo[4,3-f]isoquinoline